C(C=C)(=O)N1CCN(CC1)C=1C2=C(N(C(N1)=O)C1=C(C=CC=C1C)C(C)C)N=C(C(=C2)F)C2=C(C=CC=C2)F 4-(4-acryloylpiperazin-1-yl)-6-fluoro-7-(2-fluorophenyl)-1-(2-isopropyl-6-methylphenyl)pyrido[2,3-d]Pyrimidin-2(1H)-one